6-(3-((benzyloxy)methyl)-4-ethyl-5-oxo-4,5-dihydro-1H-1,2,4-triazol-1-yl)-2-(2-chloro-6-fluoro-4-nitrophenyl)isoquinolin-1(2H)-one C(C1=CC=CC=C1)OCC1=NN(C(N1CC)=O)C=1C=C2C=CN(C(C2=CC1)=O)C1=C(C=C(C=C1F)[N+](=O)[O-])Cl